tert-butyl (1R,4R)-5-(4-amino-3-cyclopropylphenyl)-2,5-diazabicyclo[2.2.1]heptane-2-carboxylate NC1=C(C=C(C=C1)N1[C@H]2CN([C@@H](C1)C2)C(=O)OC(C)(C)C)C2CC2